5-((1S,3R)-2-(2-Fluoro-2-methylpropyl)-3-methyl-2,3,4,9-tetrahydro-1H-pyrido[3,4-b]indol-1-yl)-2-(((R)-1-(3-fluoropropyl)pyrrolidin-3-yl)oxy)thiazole FC(CN1[C@@H](C=2NC3=CC=CC=C3C2C[C@H]1C)C1=CN=C(S1)O[C@H]1CN(CC1)CCCF)(C)C